N-{[2-(2-chloro-5-fluorophenyl)-5-oxopyrrolidin-3-yl]methyl}-3-fluoro-5-(trifluoromethyl)benzamide ClC1=C(C=C(C=C1)F)C1NC(CC1CNC(C1=CC(=CC(=C1)C(F)(F)F)F)=O)=O